[N+](=O)([O-])C1=CC=C(C(=O)[O-])C=C1.C(CCCCCCC)[NH2+]CCCCCCCC Dioctylammonium 4-nitrobenzoate